C=1(C(=CC=CC1)CC[O-])CC[O-] o-xylylenedimethoxide